ClC1=CC=2C=3C=CC(=CC3N(C(N(C2N=C1)C)=O)C1=C(C=C(C=C1F)NCCNCCCO)F)C#N 4-chloro-10-[2,6-difluoro-4-({2-[(3-hydroxypropyl)amino]ethyl}amino)phenyl]-8-methyl-9-oxo-6,8,10-triazatricyclo[9.4.0.02,7]pentadeca-1(11),2(7),3,5,12,14-hexaene-13-carbonitrile